C(CN)N ETHYLENDIAMINE